5-benzyloxy-6-methylpyrimidine-4-carboxylic acid C(C1=CC=CC=C1)OC=1C(=NC=NC1C)C(=O)O